methyl (2S)-2-((2-(1-(benzyloxy)ethyl)-N-(2-(tert-butoxy)-2-oxoethyl)-4-chloro-6-((4-methoxybenzyl)amino)phenyl)sulfonamido)-3-(6-fluoro-2,3-dimethylphenyl)butanoate C(C1=CC=CC=C1)OC(C)C1=C(C(=CC(=C1)Cl)N(CC(=O)OC(C)(C)C)CC1=CC=C(C=C1)OC)S(=O)(=O)N[C@H](C(=O)OC)C(C)C1=C(C(=CC=C1F)C)C